1-amino-4-anilino-9,10-dioxoanthracene-2-sulfonic acid NC1=C(C=C(C=2C(C3=CC=CC=C3C(C12)=O)=O)NC1=CC=CC=C1)S(=O)(=O)O